2-fluoro-(3-fluorophenyl)-1,3,2-dioxaphospholane FP1OCC(O1)C1=CC(=CC=C1)F